ruthenium-lanthanum [La].[Ru]